C(C)(C)(C)OC(N(C)CC=1C=NN(C1)CC1=CC2=C(C(=NO2)NS(=O)(=O)C2=C(C=CC(=C2)CC)OC)C(=C1)OC)=O tert-butyl((1-((3-((5-ethyl-2-methoxyphenyl)sulfonamido)-4-methoxybenzo[d]isoxazol-6-yl)methyl)-1H-pyrazol-4-yl)methyl)(methyl)carbamate